CC1=C(C(=CC(=C1)C)C=1C=NC2=CC=CC=C2C1)NC(CC1=CC=C(C=C1)F)=O N-(2,4-Dimethyl-6-quinolin-3-yl-phenyl)-2-(4-fluoro-phenyl)-acetamide